ClC=1C=C(C=CC1O)/C=C/C(=O)C1=C(C=C(C=C1)OC)OC (E)-3-(3-Chloro-4-hydroxyphenyl)-1-(2,4-dimethoxyphenyl)prop-2-en-1-one